FC=1C=C(C#N)C=C(C1)OC1=CC=C2C=3C(CC4(CC4)C13)(C(C2(F)F)(F)F)O 3-fluoro-5-((3,3,4,4-tetrafluoro-2a-hydroxy-2,2a,3,4-tetrahydrospiro-[cyclopenta[cd]indene-1,1'-cyclopropan]-7-yl)oxy)benzonitrile